tert-Butyl (1R,4R,7R)-7-bromo-6-(difluoromethylene)-3-oxo-2-azabicyclo[2.2.1]heptane-2-carboxylate Br[C@H]1[C@@H]2N(C([C@H]1CC2=C(F)F)=O)C(=O)OC(C)(C)C